N-(4-(2-(2,2-difluoroacetyl)hydrazine-1-carbonyl)-2-fluorobenzyl)-N-(2-fluorophenyl)methanesulfonamide FC(C(=O)NNC(=O)C1=CC(=C(CN(S(=O)(=O)C)C2=C(C=CC=C2)F)C=C1)F)F